ClC=1C=CC=2N=CN=C(C2N1)N1C[C@H](O[C@H](C1)C)C (2R,6S)-4-(6-chloropyrido[3,2-d]pyrimidin-4-yl)-2,6-dimethylmorpholine